O1N=CCC1C(=O)N 4,5-dihydro-1,2-oxazol-5-carboxamide